5-(2-chloro-5-fluoro-pyrimidin-4-yl)-2-cyclopropyl-4-(difluoromethyl)thiazole ClC1=NC=C(C(=N1)C1=C(N=C(S1)C1CC1)C(F)F)F